tert-butyl 4-[7-bromo-6-(1-cyanocyclobutyl)-8-fluoro-2-[[(2S)-1-methylpyrrolidin-2-yl]methoxy]quinazolin-4-yl]piperazine-1-carboxylate BrC1=C(C=C2C(=NC(=NC2=C1F)OC[C@H]1N(CCC1)C)N1CCN(CC1)C(=O)OC(C)(C)C)C1(CCC1)C#N